N1(C=NC=C1)C1=CC=C(C=N1)C#CC=1C=NC(=NC1)N1C[C@@H](N(CC1)C1=NC=CC=N1)CO (R)-(4-(5-((6-(1H-imidazol-1-yl)pyridin-3-yl)ethynyl)pyrimidin-2-yl)-1-(pyrimidin-2-yl)piperazin-2-yl)methanol